t-octylacrylamide C(C)(C)(CC(C)(C)C)C(C(=O)N)=C